dihydroxyaminoindole ON(O)C=1NC2=CC=CC=C2C1